C(C1=CC=CC=C1)(C1=CC=CC=C1)N1CC2CCC(C1)N2CC=2C=C1CN(C(C1=CC2)=O)C2C(NC(CC2)=O)=O 3-(5-((3-benzhydryl-3,8-diazabicyclo[3.2.1]oct-8-yl)methyl)-1-oxoisoindolin-2-yl)piperidine-2,6-dione